N1CCC(CC1)CN1CCC2(NCCO2)CC1 8-(piperidin-4-ylmethyl)-1-oxa-4,8-diazaspiro[4.5]decane